Ethyl 6-methylsulfonyloxycaproate CS(=O)(=O)OCCCCCC(=O)OCC